(S)-(2-phenylpiperazin-1-yl)(3-((2-(pyridin-4-yl)phenyl)ethynyl)-1H-indazol-5-yl)methanone C1(=CC=CC=C1)[C@@H]1N(CCNC1)C(=O)C=1C=C2C(=NNC2=CC1)C#CC1=C(C=CC=C1)C1=CC=NC=C1